3-(Bromomethyl)-5-(3-methoxyphenyl)-1-[2-(propan-2-yloxy)phenyl]-1H-pyrazole BrCC1=NN(C(=C1)C1=CC(=CC=C1)OC)C1=C(C=CC=C1)OC(C)C